2-(5-hydroxyethoxycarbonyl-1H-benzimidazol-2-yl)ethylphenyl-phosphinic acid OCCOC(=O)C1=CC2=C(NC(=N2)CCP(O)(=O)C2=CC=CC=C2)C=C1